1-tetradecyl-3-methylimidazolium phosphate P(=O)([O-])([O-])[O-].C(CCCCCCCCCCCCC)N1C=[N+](C=C1)C.C(CCCCCCCCCCCCC)N1C=[N+](C=C1)C.C(CCCCCCCCCCCCC)N1C=[N+](C=C1)C